5-(4-{4-[(5,6-dihydro-4H-1,3-oxazin-2-yl)amino]-2,6-difluorophenoxy}-1-{[2-(trimethylsilyl)ethoxy]methyl}-1H-pyrrolo[2,3-b]pyridin-3-yl)-2-[(propan-2-yl)oxy]benzonitrile O1C(=NCCC1)NC1=CC(=C(OC2=C3C(=NC=C2)N(C=C3C=3C=CC(=C(C#N)C3)OC(C)C)COCC[Si](C)(C)C)C(=C1)F)F